COC=1C=C2C(=C(NC2=CC1)C)C=1N=C(SC1)C1=CNC2=CC=C(C=C12)O 3-(4-(5-Methoxy-2-methyl-1H-indol-3-yl)thiazol-2-yl)-1H-indol-5-ol